Tert-butyl ((2R,3S)-4-(1-(2-(((benzyloxy)carbonyl)amino)ethyl)cyclobutyl)-3-((1,3-dioxoisoindolin-2-yl)methyl)butan-2-yl)carbamate C(C1=CC=CC=C1)OC(=O)NCCC1(CCC1)C[C@H]([C@@H](C)NC(OC(C)(C)C)=O)CN1C(C2=CC=CC=C2C1=O)=O